4-(3-Ethyl-1H-indol-5-yl)-5,6-dihydropyridine-1(2H)-carboxylic acid tert-butyl ester C(C)(C)(C)OC(=O)N1CC=C(CC1)C=1C=C2C(=CNC2=CC1)CC